ClC1=NC=C(C(=O)NOC)C(=C1)NC1=NN(C2=CC=C(C(=C12)OC)C(C(F)(F)F)OC)C 6-Chloro-N-methoxy-4-((4-methoxy-1-methyl-5-(2,2,2-trifluoro-1-methoxyethyl)-1H-indazol-3-yl)amino)nicotinamide